3-(1-oxo-4-((4,4,5,5,5-pentafluoropentyl)thio)isoindolin-2-yl)piperidine-2,6-dione O=C1N(CC2=C(C=CC=C12)SCCCC(C(F)(F)F)(F)F)C1C(NC(CC1)=O)=O